1-fluoro-4-(1,1,2,2-tetrafluoroethoxy)benzene FC1=CC=C(C=C1)OC(C(F)F)(F)F